(S,E)-6-(3-([1,1'-biphenyl]-4-yl)acryloyl)-7-phenyl-4-oxa-6-azaspiro[2.4]heptan-5-one C1(=CC=C(C=C1)/C=C/C(=O)N1C(OC2(CC2)[C@@H]1C1=CC=CC=C1)=O)C1=CC=CC=C1